6-(2-ethoxy-2-oxoethoxy)-1-methyl-3,4-dihydroisoquinoline-2(1H)-carboxylic acid tert-butyl ester C(C)(C)(C)OC(=O)N1C(C2=CC=C(C=C2CC1)OCC(=O)OCC)C